4-{[1-(cyclopropylmethyl)-3-methyl-1H-pyrazol-4-yl]methyl}-5-iodo-2-methyl-2H-1,2,3-triazole C1(CC1)CN1N=C(C(=C1)CC1=NN(N=C1I)C)C